(Z)-6-bromo-N-hydroxypyridylmethimidoyl chloride BrC1=CC=CC(=N1)/C(=N/O)/Cl